CN1[C@@H](CCC1)C1OC=2N=C3C=CC=CC3=C3C2N(C1)C(C1CN(CCN13)C(=O)[O-])=C=O 7-((S)-1-methylpyrrolidin-2-yl)-5-carbonyl-1,2,4a,5,6,7-hexahydro-8-oxa-3,5a,9,13c-tetraazanaphtho[3,2,1-de]anthracene-3(4H)-carboxylate